COC(CC)(O)C1=CC=CC=C1 methoxyphenylpropanol